(7RS)-5-[(2E)-4-(dimethylamino)but-2-enoyl]-2-(4-fluorophenyl)-3-(pyridin-4-yl)-4,5,6,7-tetrahydropyrazolo[1,5-a]pyrazine-7-carboxamide CN(C/C=C/C(=O)N1CC=2N([C@H](C1)C(=O)N)N=C(C2C2=CC=NC=C2)C2=CC=C(C=C2)F)C |r|